NC1CN(C=2C=CC=C(C2C1)C(=O)[O-])C1=CC=C(C=C1)C(F)(F)F.[Na+] sodium 3-amino-1-(4-(trifluoromethyl) phenyl)-1,2,3,4-tetrahydroquinoline-5-carboxylate